C1OCC12CCN(CC2)C2=NC=C(C=N2)C2=CC1=C(N=C3COC[C@@H](N31)C3=CC=CC=C3)C=C2 (S)-7-(2-(2-oxa-7-azaspiro[3.5]nonan-7-yl)pyrimidin-5-yl)-4-phenyl-3,4-dihydro-1H-benzo[4,5]imidazo[2,1-c][1,4]oxazine